methyl 5-bromo-2-(4-(3,4-dichlorophenyl)-5-isopropylthiazol-2-ylamino)nicotinate BrC=1C=NC(=C(C(=O)OC)C1)NC=1SC(=C(N1)C1=CC(=C(C=C1)Cl)Cl)C(C)C